ClC=1C=C(C=C(C1)F)C1(CCCCC=2N=C3N(C=C(C=C3)C=3C=NC(=NC3)N3CCOCC3)C21)O 10-(3-chloro-5-fluorophenyl)-2-(2-morpholinopyrimidin-5-yl)-7,8,9,10-tetrahydro-6H-cyclohepta[4,5]imidazo[1,2-a]pyridin-10-ol